Tert-butyl N-(1-(4-(4-cyano-3-fluorophenyl)-3-(cyanomethyl)pyridin-2-yl)piperidin-4-yl)carbamate C(#N)C1=C(C=C(C=C1)C1=C(C(=NC=C1)N1CCC(CC1)NC(OC(C)(C)C)=O)CC#N)F